NC(C(=O)O)(CC(=O)O)C 2-amino-2-methyl-butanedioic acid